N-hydroxyethylenimine ON1CC1